OC1=C(C=CC=C1)C1=NC=NC=N1 2-(2'-hydroxyphenyl)-s-triazine